C(C=C)(=O)N1C(\C(\C2=CC=CC=C12)=C/1\C(N(C2=CC=C(C=C12)OC)C)=O)=O (E)-1'-acryloyl-5-methoxy-1-methyl-[3,3'-biindolinylidene]-2,2'-dione